4-(tert-butyl)-N-(4-((5-methylpyridin-2-yl)carbamoyl)-3-(2H-tetrazol-5-yl)phenyl)piperidine-1-carboxamide C(C)(C)(C)C1CCN(CC1)C(=O)NC1=CC(=C(C=C1)C(NC1=NC=C(C=C1)C)=O)C=1N=NNN1